(S)-N-(4-Fluorobicyclo[4.2.0]octa-1(6),2,4-trien-7-yl)-N'-hydroxy-4-((1-(2-hydroxyacetyl)azetidin-3-yl)oxy)-1,2,5-oxadiazol-3-carboximidamid FC=1C=CC=2C[C@@H](C2C1)NC(=NO)C1=NON=C1OC1CN(C1)C(CO)=O